C(C)(C)(C)OC(=O)N1CCC2(CC1)[C@@H](C1=CC=CC(=C1C2)Cl)N[S@](=O)C(C)(C)C (S)-1-(((R)-tert-butylsulfinyl)amino)-4-chloro-1,3-dihydrospiro[indene-2,4'-piperidine]-1'-carboxylic acid tert-butyl ester